2-hydroxy-2-methyl-propanoic acid anion OC(C(=O)[O-])(C)C